2-(4-chlorophenyl)-4-(dimethylamino)-2-(pyridin-2-yl)butyronitrile ClC1=CC=C(C=C1)C(C#N)(CCN(C)C)C1=NC=CC=C1